NC=1C(=NC(=CN1)C1=CC(=C2CCN(CC2=C1)C)C)OCC=1C(=NC(=CC1)N)N ((3-amino-6-(2,5-dimethyl-1,2,3,4-tetrahydroisoquinolin-7-yl)pyrazin-2-yloxy)methyl)pyridine-2,6-diamine